ClC=1C=C(C=C2C(=C(C=NC12)C#N)NCC(C)(C)C#N)N[C@H](C=1N=NN(C1)C1(CC1)C(F)(F)F)C=1C(=NC(=CC1)F)C (S)-8-chloro-4-((2-cyano-2-methylpropyl)amino)-6-(((6-fluoro-2-methylpyridin-3-yl)(1-(1-(trifluoromethyl)cyclopropyl)-1H-1,2,3-triazol-4-yl)methyl)amino)quinoline-3-carbonitrile